3-bromo-4-(trifluoromethyl)isoquinoline BrC=1N=CC2=CC=CC=C2C1C(F)(F)F